3,5-bis(1,1-dimethylethyl)-4-hydroxy-benzyl alcohol CC(C)(C)C=1C=C(CO)C=C(C1O)C(C)(C)C